ClC=1C=C(N(C)CC2=NOC(=C2)C(=O)NN)C=CC1 3-[(3-chloro-N-methyl-anilino)methyl]isoxazole-5-carbohydrazide